((1S,6R,7R)-7-(2-fluorophenyl)-3-(3-(7-fluoroquinolin-6-yl)-1H-pyrazolo[3,4-b]pyrazin-6-yl)-3-azabicyclo[4.1.0]heptan-7-yl)methanamine FC1=C(C=CC=C1)[C@]1([C@@H]2CCN(C[C@H]12)C1=CN=C2C(=N1)NN=C2C=2C=C1C=CC=NC1=CC2F)CN